C(#N)C1=CC=C(OC(C(=O)NC=2SC3=C(N2)C=C(C(=C3)OC)OCCF)C3=CC=C(C=C3)S(=O)(=O)CC)C=C1 2-(4-Cyano-phenoxy)-2-(4-ethanesulfonyl-phenyl)-N-[5-(2-fluoro-ethoxy)-6-methoxy-benzothiazol-2-yl]-acetamide